1,3-dibromo-5-fluoro-2-(methoxymethoxy)benzene BrC1=C(C(=CC(=C1)F)Br)OCOC